4-[2-cyclopropyl-6-(6-{[(cyclopropylmethyl)amino]methyl}-4-fluoro-1-oxo-3H-isoindol-2-yl)pyridin-4-yl]-3-(4-methyl-1,2,4-triazol-3-yl)benzonitrile C1(CC1)C1=NC(=CC(=C1)C1=C(C=C(C#N)C=C1)C1=NN=CN1C)N1C(C2=CC(=CC(=C2C1)F)CNCC1CC1)=O